(R)-2-(7-chloro-1-oxo-3,4-dihydroisoquinolin-2(1H)-yl)-N-(4-(1-methyl-1H-pyrazol-3-yl)phenyl)propanamide ClC1=CC=C2CCN(C(C2=C1)=O)[C@@H](C(=O)NC1=CC=C(C=C1)C1=NN(C=C1)C)C